tert-butyl (1S,4S)-5-{7-bromo-6-cyclopropyl-2-[(2S)-2-methoxypropoxy]-8-[(1S)-1-phenylethoxy]quinolin-4-yl}-2,5-diazabicyclo[2.2.1]heptane-2-carboxylate BrC1=C(C=C2C(=CC(=NC2=C1O[C@@H](C)C1=CC=CC=C1)OC[C@H](C)OC)N1[C@@H]2CN([C@H](C1)C2)C(=O)OC(C)(C)C)C2CC2